C12(CC3CC(CC(C1)C3)C2)C2=CC=C(OCC(CN3CCCCC3)O)C=C2 1-[4-(adamantan-1-yl)phenoxy]-3-(piperidin-1-yl)propan-2-ol